(2R)-2-[(tert-butyldimethylsilyl)oxy]propan-1-ol [Si](C)(C)(C(C)(C)C)O[C@@H](CO)C